(S)-2-(4-methoxyphenyl)-5-(1-((6-methylpyridin-2-yl)methyl)piperidin-3-yl)-2,4-dihydro-3H-1,2,4-triazol-3-one COC1=CC=C(C=C1)N1N=C(NC1=O)[C@@H]1CN(CCC1)CC1=NC(=CC=C1)C